FC(C1=CC=C(C=C1)/C=C/CCC=O)(F)F (E)-5-(4-(trifluoromethyl)phenyl)pent-4-enal